3-(4,6-diphenyl-1,3,5-triazin-2-yl)-9-phenyl-1-(pyridine-3-yl)-9H-carbazole C1(=CC=CC=C1)C1=NC(=NC(=N1)C1=CC=CC=C1)C=1C=C(C=2N(C3=CC=CC=C3C2C1)C1=CC=CC=C1)C=1C=NC=CC1